bis[2-(2-hydroxyphenyl)benzothiazole] zinc [Zn].OC1=C(C=CC=C1)C=1SC2=C(N1)C=CC=C2.OC2=C(C=CC=C2)C=2SC1=C(N2)C=CC=C1